iron (oxy) oxide O=O.[Fe]